BrC(C(=O)OCCC(COC(C(C)(Br)C)=O)OC(C(C)(C)Br)=O)(C)C 3,4-bis[(2-bromo-2-methylpropanoyl)oxy]butyl 2-bromo-2-methylpropanoate